NC1=NNC=C1C(=O)NC1=CC(=C(C=C1)F)Br 3-amino-N-(3-bromo-4-fluorophenyl)-1H-pyrazole-4-carboxamide